N-(4-fluoro-3-(2-((6-(4-methylpiperazin-1-yl)pyridin-3-yl)amino)quinazolin-8-yl)phenyl)acrylamide FC1=C(C=C(C=C1)NC(C=C)=O)C=1C=CC=C2C=NC(=NC12)NC=1C=NC(=CC1)N1CCN(CC1)C